5-chloro-3-ethylpyrazolo[1,5-a]pyrimidin-7-amine ClC1=NC=2N(C(=C1)N)N=CC2CC